C(CCCCCCCCCCCCC)N([C@@H](C(C)C)C(=O)N)C(CCCN)=O tetradecyl-aminobutyroylvalinamide